NC1=NC2=CC(=CC=C2C=C1Br)C[C@@H]1CC[C@]2([C@@H]1O[C@H]([C@@H]2O)N2C=CC1=C2N=CN=C1NC)O (2R,3R,3aS,6S,6aR)-6-((2-amino-3-bromoquinolin-7-yl)methyl)-2-(4-(methylamino)-7H-pyrrolo[2,3-d]pyrimidin-7-yl)hexahydro-3aH-cyclopenta[b]furan-3,3a-diol